5,7-dihydro-5-phenyl-indolo[2,3-b]carbazole C1(=CC=CC=C1)N1C2=CC=CC=C2C=2C=C3C(=CC12)NC=1C=CC=CC13